8-((2s,5r)-4-((4-fluorophenyl)(4-methylpyridin-2-yl)methyl)-2,5-dimethylpiperazin-1-yl)-5-methyl-6-oxo-5,6-dihydro-1,5-naphthyridine-2-carbonitrile FC1=CC=C(C=C1)C(N1C[C@@H](N(C[C@H]1C)C1=CC(N(C=2C=CC(=NC12)C#N)C)=O)C)C1=NC=CC(=C1)C